COC1=C(CN(C=2OC3=C(C=NC=C3C3C[C@@H](O[C@@H](C3)C)C(=O)OCC)N2)CC2=C(C=C(C=C2)OC)OC)C=CC(=C1)OC |r| ethyl rac-(2R,6R)-4-(2-(bis(2,4-dimethoxybenzyl)amino)oxazolo[4,5-c]pyridin-7-yl)-6-methyltetrahydro-2H-pyran-2-carboxylate